isopropyl (2S)-2-((2S)-3-(1H-indol-3-yl)-2-(methylsulfinyl)propanamido)-6-diazo-5-oxohexanoate N1C=C(C2=CC=CC=C12)C[C@@H](C(=O)N[C@H](C(=O)OC(C)C)CCC(C=[N+]=[N-])=O)S(=O)C